ClC1=C(C=C(C2=CN(N=C12)C(C(=O)NC=1SC=CN1)C1=C2N(C=N1)C[C@@H](C2)F)C)C2=CC=C(C=C2)[C@@H]2[C@H](CN(CC2)CC)F 2-[7-chloro-4-methyl-6-[4-[(3R,4R)-1-ethyl-3-fluoro-4-piperidinyl]phenyl]indazol-2-yl]-2-[(6R)-6-fluoro-6,7-dihydro-5H-pyrrolo[1,2-c]imidazol-1-yl]-N-thiazol-2-yl-acetamide